[Zr].C(CCCCCCCCCCC)N laurylamine zirconium